C(=O)O.FC1=C(C(=CC(=C1)NCC1=C(C=CC=C1C1=CC(=NC=C1)C)F)F)S(=O)(=O)NC=1N=CSC1 2,6-difluoro-4-((2-fluoro-6-(2-methylpyridin-4-yl)benzyl)amino)-N-(thiazol-4-yl)benzenesulfonamide formate